N-{[9-(4-fluorobenzyl)-beta-carbolin-3-yl]methyl}-9-(4-fluorobenzyl)-beta-carbolin-1-amine FC1=CC=C(CN2C3=CC=CC=C3C=3C=C(N=CC23)CNC2=NC=CC=3C4=CC=CC=C4N(C23)CC2=CC=C(C=C2)F)C=C1